nitriloisoprene N#CC(C=C)=C